tert-butyl 4-(5-(((phenoxycarbonyl)amino)methyl)pyrimidin-2-yl)piperazine-1-carboxylate O(C1=CC=CC=C1)C(=O)NCC=1C=NC(=NC1)N1CCN(CC1)C(=O)OC(C)(C)C